5-((2-Bromopyrimidin-5-yl)methoxy)-2-hydroxybenzoic acid BrC1=NC=C(C=N1)COC=1C=CC(=C(C(=O)O)C1)O